[Ni].[Cu].[Ni].[Zn] zinc-nickel-copper-nickel